sodium dodecyl-propanesulfonate C(CCCCCCCCCCC)OS(=O)(=O)CCC.[Na]